(R)-1-(2,4-difluorophenyl)-3-(isoquinolin-4-yl)-2-oxoimidazoline-4-carbonitrile FC1=C(C=CC(=C1)F)N1C(N([C@H](C1)C#N)C1=CN=CC2=CC=CC=C12)=O